C(#N)C1=CC(=NC(=C1C1=CC(=C(C=C1)OC)F)C1=CC(=C(C=C1)C#N)F)N1CC(C1)NC(OC(C)(C)C)=O Tert-Butyl (1-(4-cyano-6-(4-cyano-3-fluorophenyl)-5-(3-fluoro-4-methoxyphenyl)pyrid-2-yl)azetidin-3-yl)carbamate